5-(hydroxymethyl)-2-methylmercaptopyrimidine OCC=1C=NC(=NC1)SC